C(C)(C)(C)OC(N[C@]12[C@](OC3=C1C=CC(=C3)[C@@H]3[C@H](C3)C)(C3=CC=CC(=C3C2=O)N)O)=O ((4bR,9bR)-1-amino-4b-hydroxy-7-((1S,2S)-2-methylcyclopropyl)-10-oxo-4b,10-dihydro-9bH-indeno[1,2-b]benzofuran-9b-yl)carbamic acid tert-butyl ester